9,9-dimethyl-8-oxo-2-(pyrimidine-5-carbonyl)-2-azaspiro[4.5]dec-6-ene-7-carbonitrile CC1(C(C(=CC2(CCN(C2)C(=O)C=2C=NC=NC2)C1)C#N)=O)C